6-chloro-2,3,4,5-tetrahydro-7,8-dimethoxy-1-(4-methoxyphenyl)-1H-3-benzazepine ClC1=C(C(=CC=2C(CNCCC21)C2=CC=C(C=C2)OC)OC)OC